ClC=1C=C(C=C(C1)NS(=O)(=O)C)NC(=O)C1=CN(C(=C1)C1=NC=C(C=C1)N1CC(C1)(F)F)C N-(3-chloro-5-methanesulfonamidophenyl)-5-[5-(3,3-difluoroazetidin-1-yl)pyridin-2-yl]-1-methyl-1H-pyrrole-3-carboxamide